O=S1(C2=C(C3=C1C=CC=C3)C=CC(=C2)B(O)O)=O (5,5-dioxidodibenzo[b,d]thiophen-3-yl)boronic acid